CC(C1=CC=CC=C1)OOC(C1=CC=CC=C1)C bis(alpha-methylbenzyl)peroxide